BrC=1C(=NC(=NC1)NC1=CC=C2C(=NNC2=C1)C)NC1=C(C=CC=C1)P(C)C (2-((5-bromo-2-((3-methyl-1H-indazol-6-yl)amino)pyrimidin-4-yl)amino)phenyl)dimethylphosphine